1,1'-diiodoferrocene I[C-]1C=CC=C1.[C-]1(C=CC=C1)I.[Fe+2]